Methyl-(S)-1-(4-bromophenyl)pyrrolidine-3-carbaldehyde C[C@@H]1N(CCC1C=O)C1=CC=C(C=C1)Br